C12(CC3CC(CC(C1)C3)C2)CN2N=CC(=C2C)C2=NN3C(OC=C3C=3C=NC(=CC3)Br)=C2C(=O)OCC ethyl 6-(1-(adamantan-1-ylmethyl)-5-methyl-1H-pyrazol-4-yl)-3-(6-bromopyridin-3-yl)pyrazolo[5,1-b]oxazole-7-carboxylate